ClC1=C(C=CC(=C1)Cl)[C@@H](C)NC1=CC(=NC2=NC=CN=C21)N2CC(C2)[C@@H]2CN(CCC2)CCO 2-((R)-3-(1-(8-(((R)-1-(2,4-dichlorophenyl)ethyl)amino)pyrido[2,3-b]pyrazin-6-yl)azetidin-3-yl)piperidin-1-yl)ethan-1-ol